2-bromo-4-phenyl-5,6-dihydro-4H-imidazo[1,2-b][1,2,4]triazole BrC=1N=C2N(N1)CCN2C2=CC=CC=C2